ClC=1C=C(C(=NC1C(C([2H])([2H])[2H])(C([2H])([2H])[2H])C([2H])([2H])[2H])C)C=1NC=2C=CN=C(C2C(C1)=O)C(=O)N 2-(5-chloro-2-methyl-6-(2-(methyl-d3)propan-2-yl-1,1,1,3,3,3-d6)pyridin-3-yl)-4-oxo-1,4-dihydro-1,6-naphthyridine-5-carboxamide